C(CCCCC)OC(CCC1=CC(=C(C(=C1)CC1=C(C(=CC(=C1)C(C)(C)C)C(C)(C)C)O)O)C(C)(C)C)=O 3-(3-tert-butyl-5-(3,5-di-tert-butyl-2-hydroxybenzyl)-4-hydroxyphenyl)propionic acid hexyl ester